N1(CCCC1)C=1C=C(C=NC1)C=O (5-(pyrrolidin-1-yl)pyridin-3-yl)methanone